tert-butyl (2S,3R,6R)-3-(((3-methoxy-5-(trifluoromethyl)pyridin-2-yl)amino)methyl)-2,6-dimethylmorpholine-4-carboxylate COC=1C(=NC=C(C1)C(F)(F)F)NC[C@H]1N(C[C@H](O[C@H]1C)C)C(=O)OC(C)(C)C